CC(CCC(C(C(C(=O)[O-])(CCC(C(CC)C)C)CCC(C(CC)C)C)(O)C(=O)[O-])C(=O)[O-])C(CC)C Tri(3,4-dimethyl-1-hexyl)citrat